6-[5-(difluoromethyl)pyrimidin-2-yl]-7-fluoro-2-[[(1R,3S)-3-[[6-oxo-5-(trifluoromethyl)-1-(2-trimethylsilylethoxymethyl)pyridazin-4-yl]amino]cyclohexyl]methyl]isoquinolin-1-one FC(C=1C=NC(=NC1)C=1C=C2C=CN(C(C2=CC1F)=O)C[C@H]1C[C@H](CCC1)NC=1C=NN(C(C1C(F)(F)F)=O)COCC[Si](C)(C)C)F